1-(2-ethoxyphenoxy)-3-((3-methoxy-4-(2-(4-methylpiperidin-1-yl)ethoxy)benzyl)(methyl)amino)propan-2-ol C(C)OC1=C(OCC(CN(C)CC2=CC(=C(C=C2)OCCN2CCC(CC2)C)OC)O)C=CC=C1